6,6-Dimethyl-8-(4-morpholin-4-yl-piperidin-1-yl)-11-oxo-9-(tetrahydro-pyran-4-yloxy)-6,11-dihydro-5H-benzo[b]carbazole-3-carbonitrile CC1(C2=C(C(C=3C4=CC=C(C=C4NC13)C#N)=O)C=C(C(=C2)N2CCC(CC2)N2CCOCC2)OC2CCOCC2)C